(R)-N-(3-(1-((2-Amino-5-chloropyridin-3-yl)oxy)ethyl)phenyl)-4-(trifluoromethyl)picolinamid NC1=NC=C(C=C1O[C@H](C)C=1C=C(C=CC1)NC(C1=NC=CC(=C1)C(F)(F)F)=O)Cl